O1COC2=C1C=CC(=C2)CC(C)N(C(=O)OCOC(C(C)(C)C)=O)C [[2-(1,3-benzodioxol-5-yl)-1-methyl-ethyl]-methyl-carbamoyl]oxymethyl-2,2-dimethylpropanoate